CC=1C=C(C(=O)N/N=C(\C)/C2=CC=CC=C2)C=CC1 (E)-3-methyl-N'-(1-phenylethylidene)benzohydrazide